S1C2=C(C=C1)SC=C2 thieno(3,2-B)thiophene